ClC1=C(C=CC=C1Cl)C(C(=O)O)(C)F (2,3-dichlorophenyl)-2-fluoro-propionic acid